C1(=CC=CC2=CC3=CC4=CC=CC(=C4C=C3C=C12)O)O 1,10-naphthacenediol